(+/-)-(3S,4S)-1-azabicyclo[2.2.1]heptan-3-ol N12C[C@H]([C@@H](CC1)C2)O |r|